N1=CC(=CC=C1)C1=CC=C(C=C1)O 4-(pyridin-3-yl)phenol